ethyl 4-carbamoyl-9-methoxyimidazo[1,2-a]quinoline-2-carboxylate C(N)(=O)C=1C=2N(C3=C(C=CC=C3C1)OC)C=C(N2)C(=O)OCC